O1COC2=C1C=CC=C2CNC(=O)C2=CC(=NC=C2)N2CCCCC2 N-(1,3-benzodioxol-4-ylmethyl)-2-(1-piperidinyl)pyridine-4-carboxamide